N-(5,6-dimethoxybenzothiazol-2-yl)-2-[4-(ethylsulfonyl)phenyl]-2-(2-methoxyphenoxy)acetamide COC=1C(=CC2=C(N=C(S2)NC(C(OC2=C(C=CC=C2)OC)C2=CC=C(C=C2)S(=O)(=O)CC)=O)C1)OC